COC=1C=C(C=CC1)N/C(/SCC=O)=N/C(OCC)=O (Z)-ethyl (((3-methoxyphenyl)amino)((2-oxoethyl)thio)methylene)carbamate